4H-PYRIDO[1,2-A]PYRIMIDIN-4-ONE N1=C2N(C(C=C1)=O)C=CC=C2